4-[3-chloro-6-[1-[2-(dimethylamino)ethyl]triazol-4-yl]-2-quinolinyl]piperazine-1-carboxylic acid tert-butyl ester C(C)(C)(C)OC(=O)N1CCN(CC1)C1=NC2=CC=C(C=C2C=C1Cl)C=1N=NN(C1)CCN(C)C